FC1=CC=C(C=C1)C(CNC=1N=CC2=C(N1)CCN(C2)C(C(=O)N)=O)(C)C 2-(2-{[2-(4-fluorophenyl)-2-methylpropyl]amino}(5,6,7,8-tetrahydropyridino[4,3-d]pyrimidin-6-yl))-2-oxoacetamide